(R)-1,3,6,7-tetramethyl-3,4-dihydro-1H-2-quinoxalinone CN1C([C@H](NC2=CC(=C(C=C12)C)C)C)=O